(3-bromobenzyloxy)tetrahydro-2H-pyran BrC=1C=C(COC2OCCCC2)C=CC1